B(F)(F)F.C1(CCCC(=O)O1)=O glutaric anhydride boron trifluoride